3-(5-(6-(4-(4-(1-(2-amino-4-(trifluoromethoxy)benzoyl)piperidin-4-yl)quinazolin-7-yl)piperazin-1-yl)hexyl)-1-oxoisoindolin-2-yl)piperidine-2,6-dione NC1=C(C(=O)N2CCC(CC2)C2=NC=NC3=CC(=CC=C23)N2CCN(CC2)CCCCCCC=2C=C3CN(C(C3=CC2)=O)C2C(NC(CC2)=O)=O)C=CC(=C1)OC(F)(F)F